5-(3-thienyl)-4-(4-piperidyl)-3-hydroxyisothiazole hydrobromide Br.S1C=C(C=C1)C1=C(C(=NS1)O)C1CCNCC1